(1R)-8-azaspiro[4.5]decan-1-amine [C@H]1(CCCC12CCNCC2)N